6-(3-chloro-6-(difluoromethyl)-2-fluorophenyl)-N-(1-((R)-1-(5-fluoro-2-methyl-6-((1R,5S)-2-oxo-3-azabicyclo[3.1.0]hex-3-yl)pyridin-3-yl)ethyl)-1H-pyrazol-4-yl)pyrazine-2-carboxamide ClC=1C(=C(C(=CC1)C(F)F)C1=CN=CC(=N1)C(=O)NC=1C=NN(C1)[C@H](C)C=1C(=NC(=C(C1)F)N1C([C@@H]2C[C@@H]2C1)=O)C)F